(E)-N-(2-methyl-2,3-dihydro-1H-inden-1-yl)-3-(2-oxo-2,3-dihydrobenzo[d]oxazol-5-yl)acrylamide CC1C(C2=CC=CC=C2C1)NC(\C=C\C=1C=CC2=C(NC(O2)=O)C1)=O